(trans)-Methyl 4-(2-bromo-3,4-difluorophenyl)-6-(4-(methoxycarbonyl)cyclohexyl)-2-(thiazol-2-yl)-1,4-dihydropyrimidine-5-carboxylate BrC1=C(C=CC(=C1F)F)C1N=C(NC(=C1C(=O)OC)[C@@H]1CC[C@H](CC1)C(=O)OC)C=1SC=CN1